2-(hept-1-en-2-yl)-4-methyl-3,6-dihydro-2H-pyran C=C(CCCCC)C1OCC=C(C1)C